4,4'-((5-pentyl-1,3-phenylene)bis(ethane-2,1-diyl))dibenzamidine dihydrochloride Cl.Cl.C(CCCC)C=1C=C(C=C(C1)CCC1=CC=C(C(=N)N)C=C1)CCC1=CC=C(C(=N)N)C=C1